NC1=C(C(N(C2=CC(=CC=C12)C(F)F)C1=CC=C(C=C1)[C@@H](C)O)=O)C(=O)OC methyl (R)-4-amino-7-(difluoromethyl)-1-(4-(1-hydroxyethyl)phenyl)-2-oxo-1,2-dihydroquinoline-3-carboxylate